C([C@@H](C=O)O)S(=O)(=O)[O-] The molecule is a 3-sulfolactaldehyde(1-) in which the stereocentre at position 3 has R-configuration. It is a conjugate base of a D-3-sulfolactaldehyde. It is an enantiomer of a L-3-sulfolactaldehyde(1-).